CCCCCCCC(=O)OC1=CNC2=CC(=C(C=C21)Br)Cl 5-BROMO-6-CHLORO-3-INDOXYL CAPRYLATE